N1S(=NC2=C1C=CC=C2)CC2=C(C=C(C=C2)/C=C/C(=O)C2=CC=C(C=C2)O)OC (2E)-3-[4-(1H-2lambda4,1,3-Benzothiadiazol-2-ylmethyl)-3-methoxyphenyl]-1-(4-hydroxyphenyl)prop-2-en-1-one